BrC1=C(C=C(C=C1)C)C1CC(C1)=O 3-(2-bromo-5-methylphenyl)cyclobutan-1-one